C(C(=C)C)(=O)OCC(CC(C)O[Si](OCC)(OCC)CCCN)O.[N] Nitrogen (3-methacryloxy-2-hydroxypropyl)-3-aminopropyl-triethoxysilane